3,3'-diallyl-biphenyl tert-butyl-(S)-4-(4-amino-3-fluorophenyl)-2-methylpiperazine-1-carboxylate C(C)(C)(C)OC(=O)N1[C@H](CN(CC1)C1=CC(=C(C=C1)N)F)C.C(C=C)C=1C=C(C=CC1)C1=CC(=CC=C1)CC=C